6-[1-(2-{6-Azaspiro[2.5]octane-6-yl}-4-bromophenyl)-1H-1,2,3-triazol-4-yl]-2-(4,4-difluoropiperidin-1-yl)-N,N-dimethylpyrimidin-4-amine C1CC12CCN(CC2)C2=C(C=CC(=C2)Br)N2N=NC(=C2)C2=CC(=NC(=N2)N2CCC(CC2)(F)F)N(C)C